5-({1,3-dioxo-2-[2-(2-oxopyrrolidin-1-yl)acetyl]-2,3-dihydro-1H-inden-5-yl}sulfonyl)-2-[2-(2-oxopyrrolidin-1-yl)acetyl]-2,3-dihydro-1H-indene-1,3-dione O=C1C(C(C2=CC(=CC=C12)S(=O)(=O)C=1C=C2C(C(C(C2=CC1)=O)C(CN1C(CCC1)=O)=O)=O)=O)C(CN1C(CCC1)=O)=O